4-bromo-9,9-spirobifluorene BrC1=CC=CC=2C3(C4=CC=CC=C4C12)C1=CC=CC=C1C=1C=CC=CC13